7'-(tert-Butyl)-1-(4-(tert-butyl)phenyl)-2'-(2-hydroxyphenyl)-1',3-dimethyl-3'H-spiro[pyrazole-4,9'-pyrazolo[1,2-a]indazole]-3',5(1H)-dione C(C)(C)(C)C1=CC=2C3(N4N(C2C=C1)C(C(=C4C)C4=C(C=CC=C4)O)=O)C(=NN(C3=O)C3=CC=C(C=C3)C(C)(C)C)C